O1C(=CC=C1)C1=NC(=CC(=C1)C1=CC(=C(C(=O)NCC=2C=C3C(N(C(C3=CC2)=O)C2C(NC(CC2)=O)=O)=O)C=C1)OC(F)(F)F)C=1OC=CC1 4-[2,6-bis(furan-2-yl)pyridin-4-yl]-N-{[2-(2,6-dioxo-hexahydropyridin-3-yl)-1,3-dioxo-2,3-dihydro-1H-isoindol-5-yl]methyl}-2-[(trifluoromethyl)oxy]benzamide